Decane-3,6-dione CCC(CCC(CCCC)=O)=O